IC1=C(NC2=C1C(NCC2C[C@@H]2CN(CCO2)C)=O)C2=CC=NC=C2 3-iodo-7-{[(2R)-4-methylmorpholin-2-yl]methyl}-2-(pyridin-4-yl)-1H,5H,6H,7H-pyrrolo[3,2-c]pyridin-4-one